BrCCOCCO[Si](C)(C)C(C)(C)C (2-(2-bromoethoxy)ethoxy)-tert-butyl-dimethylsilane